ClC=1N=NC(=C2C1C=NC=C2)C2=CC=C(C=C2)OC 4-chloro-1-(4-methoxyphenyl)pyrido[3,4-d]pyridazine